(S)-3-(6-methoxypyridin-3-yl)-3-(5-(3-(5,6,7,8-tetrahydro-1,8-naphthyridin-2-yl)propyl)-2H-indazol-2-yl)propionic acid COC1=CC=C(C=N1)[C@H](CC(=O)O)N1N=C2C=CC(=CC2=C1)CCCC1=NC=2NCCCC2C=C1